(R)-1-(6-(7-methyl-5H-pyrrolo[2,3-b]pyrazin-2-yl)-8-(morpholin-3-yl)-3,4-dihydroisoquinolin-2(1H)-yl)-2-hydroxy-2-methylpropan-1-one CC1=CNC2=NC=C(N=C21)C=2C=C1CCN(CC1=C(C2)[C@H]2NCCOC2)C(C(C)(C)O)=O